1-(3,4-dimethyl-2-(p-tolyl)-2H-pyrazolo[3,4-d]pyridazin-7-yl)-N-(pyridin-2-ylmethyl)piperidine-3-carboxamide CC=1N(N=C2C(=NN=C(C21)C)N2CC(CCC2)C(=O)NCC2=NC=CC=C2)C2=CC=C(C=C2)C